NC1=C(C=NN1CC(C)(C)O)S(=O)(=O)NC=1C=CC(=C2C(=CNC12)C#N)C 5-amino-N-(3-cyano-4-methyl-1H-indol-7-yl)-1-(2-hydroxy-2-methyl-propyl)pyrazole-4-sulfonamide